FC(CN1C=CC2=C1N=CN=C2OC2=CC=C(C=C2)NC(CC2=CC=C(C=C2)C(F)(F)F)=O)F N-(4-((7-(2,2-difluoroethyl)-7H-pyrrolo[2,3-D]pyrimidin-4-yl)oxy)phenyl)-2-(4-(Trifluoromethyl)phenyl)acetamide